N[C@@H](CCC(=O)O)C(=O)Cl monoglutamyl-chlorine